COC(=O)C1=CC2=C(C(=C(CCC2)C2=C(C=C(C=C2)Cl)Cl)B2OC(C(O2)(C)C)(C)C)C=C1.C(C)(C)N(C(C)C)[Si](CCC(F)(F)F)(CCC(F)(F)F)CCC(F)(F)F diisopropylamino-tris(3,3,3-trifluoropropyl)silane methyl-8-(2,4-dichlorophenyl)-9-(4,4,5,5-tetramethyl-1,3,2-dioxaborolan-2-yl)-6,7-dihydro-5H-benzo[7]annulene-3-carboxylate